5-methylpyridin CC=1C=CC=NC1